5-bromo-N-(4-methylpyridin-2-yl)furan-2-carboxamide BrC1=CC=C(O1)C(=O)NC1=NC=CC(=C1)C